OC1=CC=C2C=C[13C](OC2=C1)=O 7-hydroxycoumarin-13C